4-(4-chlorophenoxy)-2-methylbenzoic acid ClC1=CC=C(OC2=CC(=C(C(=O)O)C=C2)C)C=C1